5-acetoxyacetamido-3-(2,3-dihydroxypropyl)carbamoyl-2,4,6-triiodobenzoyl chloride C(C)(=O)OCC(=O)NC=1C(=C(C(=C(C(=O)Cl)C1I)I)C(NCC(CO)O)=O)I